Tert-butyl (S)-3-(6-methylpyridin-3-yl)isoxazolidine-2-carboxylate CC1=CC=C(C=N1)[C@H]1N(OCC1)C(=O)OC(C)(C)C